C[C@H](CC1=CC=CC=C1)NS(=O)=O (R)-N-(1-methyl-2-phenylethyl)R-sulfonamide